((2S,4R)-4-hydroxy-pyrrolidin-2-yl)methanone dihydrochloride Cl.Cl.O[C@@H]1C[C@H](NC1)C=O